3-{4-[8-amino-3-methyl-5-(1,2,3,6-tetrahydropyridin-4-yl)imidazo[1,5-a]pyrazin-1-yl]naphthalen-1-yl}-1-[3-(trifluoromethyl)phenyl]urea NC=1C=2N(C(=CN1)C=1CCNCC1)C(=NC2C2=CC=C(C1=CC=CC=C21)NC(NC2=CC(=CC=C2)C(F)(F)F)=O)C